S(=O)(=O)(ON1C([C@@H](C1=O)NC(C(=O)C=1N=C(SC1Cl)N)=O)(C)C)O (S)-3-(2-(2-amino-5-chlorothiazol-4-yl)-2-oxoacetamido)-2,2-dimethyl-4-oxoazetidin-1-yl hydrogen sulfate